C[Si](Cl)(Cl)CC methyl-ethyldichlorosilane